O(C1=CC=CC=C1)CCCCC(=O)O 5-phenoxypentanoic acid